4-[[3-[4-[[1-[4-(3-ethylphenyl)-2,6-difluoro-benzoyl]-4-piperidyl]oxy]piperidine-1-carbonyl]-4-fluoro-phenyl]methyl]-2H-phthalazin-1-one C(C)C=1C=C(C=CC1)C1=CC(=C(C(=O)N2CCC(CC2)OC2CCN(CC2)C(=O)C=2C=C(C=CC2F)CC2=NNC(C3=CC=CC=C23)=O)C(=C1)F)F